1-octylnonyl 8-[3-[2-[2-[2-(2-hydroxyethoxy)ethoxy]ethoxy]ethoxy]-2-[8-(1-octyl nonoxy)-8-oxo-octoxy]propoxy]octanoate OCCOCCOCCOCCOCC(COCCCCCCCC(=O)OC(CCCCCCCC)CCCCCCCC)OCCCCCCCC(=O)OC(CCCCCCCC)CCCCCCCC